C(#N)N1CCC(CC1)N1N=NC(=C1C)C1=CC=2N(C(=C1)O[C@@H]1CCC=3C1=NC=CC3)C(=CN2)C#N 7-[1-(1-Cyano-4-piperidyl)-5-methyl-triazol-4-yl]-5-[[(7R)-6,7-dihydro-5H-cyclopenta[b]pyridin-7-yl]oxy]imidazo[1,2-a]pyridine-3-carbonitrile